1,2-Difluoro-5-(methoxymethoxy)-3-methyl-benzene di(ethylhexyl)phthalate C(C)C(CCCCC)OC(C=1C(C(=O)OC(CCCCC)CC)=CC=CC1)=O.FC1=C(C(=CC(=C1)OCOC)C)F